6-((2-((3S)-3-(methylamino)-1-piperidinyl)-6-(trifluoromethyl)-1H-benzimidazol-1-yl)methyl)-3-pyridinecarbonitrile CN[C@@H]1CN(CCC1)C1=NC2=C(N1CC1=CC=C(C=N1)C#N)C=C(C=C2)C(F)(F)F